F[P-](F)(F)(F)(F)F.[CH3+] (carbenium) hexafluorophosphate